C(C)O[Si](C)(C)OCC di-ethoxydimethylsilane